ClC1=C(NCC(C)(O)C)C(=CC=C1F)[N+](=O)[O-] 1-(2-chloro-3-fluoro-6-nitro-anilino)-2-methyl-propan-2-ol